C(CCCCCCCCCCC)SC(=S)SC(C(=O)O)C 2-(((dodecylthio)thiocarbonyl)thio)propanoic acid